CC1=C(C=CC(=C1)C)C=1SC(=CN1)C1=NC(=NC=C1C(F)(F)F)NC1CCN(CC1)S(=O)(=O)C 4-[2-(2,4-dimethylphenyl)-1,3-thiazol-5-yl]-N-(1-methylsulfonyl-piperidin-4-yl)-5-(trifluoromethyl)pyrimidin-2-amine